cyclopropyl-4-[3-[3-fluoro-5-(trifluoromethyl)phenoxy]azetidin-1-yl]-2-oxo-pyridine-3-carboxylic acid C1(CC1)C=1C(=C(C(NC1)=O)C(=O)O)N1CC(C1)OC1=CC(=CC(=C1)C(F)(F)F)F